N1(CCC1)CC(C(=O)OCC1=CC=CC=C1)C benzyl 3-(azetidin-1-yl)-2-methylpropionate